tetra(triphenylphosphine) palladium [Pd].C1(=CC=CC=C1)P(C1=CC=CC=C1)C1=CC=CC=C1.C1(=CC=CC=C1)P(C1=CC=CC=C1)C1=CC=CC=C1.C1(=CC=CC=C1)P(C1=CC=CC=C1)C1=CC=CC=C1.C1(=CC=CC=C1)P(C1=CC=CC=C1)C1=CC=CC=C1